6-(methoxy-d3)-8-methylisoquinolin C(OC=1C=C2C=CN=CC2=C(C1)C)([2H])([2H])[2H]